C(C)(C)(C)C1=CC=C(C=C1)NC1=NC2=CC=CC=C2N=C1 N-(4-tert-butylphenyl)quinoxalin-2-amine